2-(((1R,3S)-3-(3H-imidazo[4,5-b]pyridin-3-yl)cyclohexyl)amino)-4-(5,6-dihydro-4H-pyrrolo[1,2-b]pyrazol-3-yl)pyrimidine-5-carbonitrile N1=CN(C2=NC=CC=C21)[C@@H]2C[C@@H](CCC2)NC2=NC=C(C(=N2)C2=C1N(N=C2)CCC1)C#N